5-((6-chloro-4-oxo-3-phenyl-3,4-dihydroquinazolin-2-yl)amino)nicotinonitrile ClC=1C=C2C(N(C(=NC2=CC1)NC=1C=NC=C(C#N)C1)C1=CC=CC=C1)=O